C(C)(C)(C)N(C(O)=O)[C@H](C(=O)O\N=C(\CC)/N)CC1=C(C=C(C=C1)F)F.SSCCCCS 1,5-dimercaptothiapentane (S,Z)-tert-butyl-1-(1-aminopropylideneaminooxy)-3-(2,4-difluorophenyl)-1-oxopropan-2-ylcarbamate